Methyl 5-(4-((1-(4-(((1r,3r)-3-(4-cyano-3-methoxyphenoxy)-2,2,4,4-tetramethylcyclobutyl)carbamoyl)phenyl)piperidin-4-yl)methyl)piperazin-1-yl)pyrazine-2-carboxylate C(#N)C1=C(C=C(OC2C(C(C2(C)C)NC(=O)C2=CC=C(C=C2)N2CCC(CC2)CN2CCN(CC2)C=2N=CC(=NC2)C(=O)OC)(C)C)C=C1)OC